N1(N=CN=C1)C[C@H]1N(C[C@@H](C1)NC(=O)C=1OC(=CN1)C1=CC(=CC=C1)C#N)C(=O)OC(C)(C)C tert-butyl (2S,4R)-2-((1H-1,2,4-triazol-1-yl)methyl)-4-(5-(3-cyanophenyl)oxazole-2-carboxamido)pyrrolidine-1-carboxylate